C(C)C(C(C)O)NCCO ethyl-(2-hydroxyethyl)aminopropan-2-ol